C1[C@H](N=C(O1)C2=NC(=CC=C2)C3=N[C@@H](CO3)C4=CC=CC=C4)C5=CC=CC=C5 2,6-bis((4R)-4-phenyl-2-oxazolinyl)pyridine